C(C)(=O)SCC(=O)N1CC2(CN(C2)C(=O)OC(C)(C)C)C1 tert-butyl 6-(2-(acetylthio)acetyl)-2,6-diazaspiro[3.3]heptane-2-carboxylate